(2R,3S,4R,5R)-5-(6-chloro-4-((3aR,6aS)-hexahydrocyclopenta[c]pyrrol-2(1H)-yl)-1H-pyrazolo[3,4-d]pyrimidin-1-yl)-2-(hydroxymethyl)-3-vinyltetrahydrofuran-3,4-diol ClC1=NC(=C2C(=N1)N(N=C2)[C@H]2[C@@H]([C@@]([C@H](O2)CO)(O)C=C)O)N2C[C@@H]1[C@H](C2)CCC1